2-bromo-1,3-dimethyl-5-nitrobenzene BrC1=C(C=C(C=C1C)[N+](=O)[O-])C